ClC=1C(=NC=CC1)N1N=C(C=C1C(=O)OCC)CN1N=NC(=C1)C(F)(F)F ethyl 2-(3-chloro-2-pyridyl)-5-[[4-(trifluoromethyl) triazol-1-yl]methyl]pyrazole-3-carboxylate